ClC1=C(C=CC(=C1)Cl)C1=NC(=NC=C1C=1NC=C(N1)C)NCCNC1=NC=C(C#N)C=C1 6-[[2-[[4-(2,4-Dichlorophenyl)-5-(4-methyl-1H-imidazole-2-yl)-2-pyrimidinyl]amino]ethyl]amino]nicotinonitrile